oxygen propane CCC.[O]